3-methylxanthine disodium salt [Na].[Na].CN1C(NC(C=2NC=NC12)=O)=O